C1(CC1)N1N=CC(=C1)C1=CC=2N(C=C1)C(=CN2)C2=CC=C(C#N)C=C2 4-(7-(1-cyclopropyl-1H-pyrazol-4-yl)imidazo[1,2-a]pyridin-3-yl)benzonitrile